1-(2-(2,4-dichlorophenyl)-2-((2,4-dichlorophenyl)methoxy)ethyl)-1H-imidazole ClC1=C(C=CC(=C1)Cl)C(CN1C=NC=C1)OCC1=C(C=C(C=C1)Cl)Cl